COC1CC(C(CC1OC)CS)CS (4,5-dimethoxycyclohexane-1,2-diyl)dimethanethiol